(5-chloro-1-(oxetan-3-yl)-7-(pyrrolidin-1-ylmethyl)-1H-pyrazolo[4,3-b]pyridin-3-yl)isoindoline-1,3-dione ClC1=CC(=C2C(=N1)C(=NN2C2COC2)N2C(C1=CC=CC=C1C2=O)=O)CN2CCCC2